FC=1C(=NC=CC1)C=1N=CC=2OCCN(C2N1)C1=CC=NC=C1C#N 4-(2-(3-fluoropyridin-2-yl)-6,7-dihydro-8H-pyrimido[5,4-b][1,4]oxazin-8-yl)nicotinonitrile